CN1C(C=C(C=C1)C=O)=O 1-methyl-2-oxo-4-formyl-1,2-dihydropyridine